CC=1C=C(C=CC1OC1=CC2=C(N(C=N2)C)C=C1)NC=1C2=C(N=CN1)C=CC(=N2)C=CC2CN(C2)C(C=C)=O 1-(3-(2-(4-((3-methyl-4-((1-methyl-1H-benzo[d]imidazol-5-yl)oxy)phenyl)amino)pyrido[3,2-d]pyrimidin-6-yl)vinyl)azetidin-1-yl)prop-2-en-1-one